2-((1-(2,2-difluorobenzo[d][1,3]dioxol-5-carbonyl)piperidin-4-yl)methyl)-5,6-dimethoxy-2,3-dihydro-1H-inden-1-one FC1(OC2=C(O1)C=CC(=C2)C(=O)N2CCC(CC2)CC2C(C1=CC(=C(C=C1C2)OC)OC)=O)F